CC(O)C1CN(CCC1)C=1C2=C(N=C(N1)SC)C(=C(N=C2C)Cl)F methyl-(1-(7-chloro-8-fluoro-5-methyl-2-(methylthio)pyrido[4,3-d]pyrimidin-4-yl)piperidin-3-yl)methanol